(3-glycidyloxypropyl)tris(trimethylsiloxy)silane C(C1CO1)OCCC[Si](O[Si](C)(C)C)(O[Si](C)(C)C)O[Si](C)(C)C